CC1(C=C(CC1)C(C)OC(C(=O)OC(COCC(OCCCC)OCCCC)C)(C)CC(C)C)C dibutoxyethoxy-2-propanol 2-[1-(3,3-dimethyl-1-cyclopenten-1-yl)ethoxy]-2-methylpropyl-propionate